FC1=C(C=C(C=C1)C1=CC(=NO1)CN1C(CCCC1)=O)OC 1-((5-(4-Fluoro-3-methoxyphenyl)isoxazol-3-yl)methyl)piperidin-2-one